BrC=1C=C(C=CC1F)NC1=C(C=CC=C1C)C(C)C N-(3-bromo-4-fluorophenyl)-2-isopropyl-6-methylaniline